ClC=1C=CC2=C([C@H](C[C@H](O2)C(=O)NC23CC(C2)(C3)N3N=CC(=C3)C=3C=NC(=NC3)OC)O)C1 (2S,4S)-6-chloro-4-hydroxy-N-{3-[4-(2-methoxypyrimidin-5-yl)-1H-pyrazol-1-yl]bicyclo[1.1.1]pentan-1-yl}-3,4-dihydro-2H-1-benzopyran-2-carboxamide